ClC=1C=C2C(=C(C=NC2=CC1)S(NC1=CC=NC=C1)(=O)=O)NC1=C(C(=O)O)C=CC=C1 2-[[6-chloro-3-(4-pyridylsulfamoyl)-4-quinolyl]amino]benzoic acid